(-)-Mannitol C([C@@H](O)[C@@H](O)[C@H](O)[C@H](O)CO)O